CC=1C(=NC=CC1)C1=NSC(=N1)NC1=NC=C(C=C1)N1CCCC1 3-(3-methyl-pyridin-2-yl)-N-(5-(pyrrolidin-1-yl)pyridin-2-yl)-1,2,4-thiadiazol-5-amine